FC=1C=C(C=C(C1F)F)C=1N=NN(C1)C1CC(OCC1)C(=O)N 4-(4-(3,4,5-trifluorophenyl)-1H-1,2,3-triazol-1-yl)tetrahydro-2H-pyran-2-carboxamide